Di-tert-butyl-chloromethyl phosphate P(=O)(OC(Cl)(C(C)(C)C)C(C)(C)C)([O-])[O-]